cyclopropyl-imidazo[1,2-a]pyridin-6-yl-methanone C1(CC1)C(=O)C=1C=CC=2N(C1)C=CN2